N-[(1S)-1-[[2-chloro-5-(1-isopropyl-6-oxo-3-pyridyl)phenyl]methyl]-2-[4-(3-methylimidazol-4-yl)anilino]-2-oxo-ethyl]-1-fluoro-cyclobutanecarboxamide ClC1=C(C=C(C=C1)C1=CN(C(C=C1)=O)C(C)C)C[C@@H](C(=O)NC1=CC=C(C=C1)C=1N(C=NC1)C)NC(=O)C1(CCC1)F